5-((1r,4r)-2-oxo-5-azabicyclo[2.2.1]heptan-5-yl)-N-(3-(difluoromethyl)-1-((1r,4r)-4-(2-oxoethyl)cyclohexyl)-1H-pyrazol-4-yl)pyrazolo[1,5-a]pyrimidine-3-carboxamide O=C1[C@H]2CN([C@@H](C1)C2)C2=NC=1N(C=C2)N=CC1C(=O)NC=1C(=NN(C1)C1CCC(CC1)CC=O)C(F)F